2,3-Dimethoxystrychnidin-10-one COC1=C(C=C2C(=C1)[C@]34CCN5[C@H]3C[C@@H]6[C@@H]7[C@@H]4N2C(=O)C[C@@H]7OCC=C6C5)OC